ClC=1C=C(C=C(C1)NS(=O)(=O)C)NC(=O)C=1SC(=C(C1)C1=NC=C(C=C1OCC1=CC(=CC(=C1)F)F)OC1CN(C1)C)C N-(3-chloro-5-(methylsulfonamido)phenyl)-4-(3-((3,5-difluorobenzyl)oxy)-5-((1-methylazetidin-3-yl)oxy)pyridin-2-yl)-5-methylthiophene-2-carboxamide